CN1C(CNCC1)C1=C(C(C(=O)O)=CC=C1)C(=O)O N-methylpiperazinyl-phthalic acid